4-hydroxy-N-(4-(4-methylthiazol-5-yl)benzyl)-pyrrolidine-2-carboxamide OC1CC(NC1)C(=O)NCC1=CC=C(C=C1)C1=C(N=CS1)C